N1=CC=C(C=C1)CC1=CC=C(C=C1)NC(OCC1=CC=NS1)=O isothiazol-5-ylmethyl (4-(pyridin-4-ylmethyl)phenyl)carbamate